(2-bromo-5-chlorophenyl)propionic acid BrC1=C(C=C(C=C1)Cl)C(C(=O)O)C